COC1=CC=C2C(=NC=NC2=C1)N1CC2(C1)CC(C2)NC(OC(C)(C)C)=O tert-butyl 2-(7-methoxyquinazolin-4-yl)-2-azaspiro[3.3]heptan-6-ylcarbamate